4-(3-cyclohexylprop-1-yn-1-yl)-2,6-dimethylbenzamide C1(CCCCC1)CC#CC1=CC(=C(C(=O)N)C(=C1)C)C